FC=1C(=NC(=NC1)C1=NN(C(=C1)C1=NOC=C1)CC1=C(C=CC=C1)F)N([C@H](CC(=O)OC)C(C)C)C (R)-methyl 3-((5-fluoro-2-(1-(2-fluorobenzyl)-5-(isoxazol-3-yl)-1H-pyrazol-3-yl) pyrimidin-4-yl) (methyl) amino)-4-methylpentanoate